3-((2-formyl-5-((3'-(5-(hydroxymethyl)-1,3,4-oxadiazol-2-yl)-2,2'-dimethyl-[1,1'-biphenyl]-3-yl)methoxy)-4-nitrophenoxy)methyl)benzonitrile C(=O)C1=C(OCC=2C=C(C#N)C=CC2)C=C(C(=C1)[N+](=O)[O-])OCC=1C(=C(C=CC1)C1=C(C(=CC=C1)C=1OC(=NN1)CO)C)C